6-chloro-7-phenyl-N2-(2,2,2-trifluoroethyl)-3,4-dihydropyrrolo[1,2-a]pyrazine-2,8(1H)-dicarboxamide ClC1=C(C(=C2N1CCN(C2)C(=O)NCC(F)(F)F)C(=O)N)C2=CC=CC=C2